N1=C(C=NC=C1)C1=NC2=C(N1)C=CC=C2 2-(2-pyrazinyl)-1H-benzimidazole